FC1=CC=C(C=C1)C(=O)C=1OC2=C(C1C)C=CC=C2 (4-fluorophenyl)(3-methylbenzofuran-2-yl)methanone